4-(Hydroxymethyl)-1-methylpyrrolidin-2-one OCC1CC(N(C1)C)=O